3-(2-methyl-6-methylthiophenyl)-4,5-dihydroisoxazole CC1=C(C(=CC=C1)SC)C1=NOCC1